CCCCCCCCCCCCCCCCCCCCCCCCCCCC(=O)N[C@@H](CO[C@H]1[C@@H]([C@H]([C@@H]([C@H](O1)CO)O)O)O)[C@@H](/C=C/CCCCCCCCCC(C)C)O The molecule is an N-acyl-1-O-beta-D-glucosyl-15-methylhexadecasphing-4-enine in which the acyl group has 28 carbons and 0 double bonds. It derives from a 15-methylhexadecasphing-4-enine.